CC1C(N(CC1C(=O)N)C1=NC(=CC(=C1)C(F)(F)F)C)(C(=O)N)C dimethyl-1-(6-methyl-4-(trifluoromethyl)pyridin-2-yl)pyrrolidine-2,4-dicarboxamide